C(C)(C)(C)C1=CC=C(C=C1)C=1OC(=C(N1)C(=O)NCCN1CCN(CC1)C)C1=CC=CC=C1 2-(4-(tert-butyl)phenyl)-N-(2-(4-methylpiperazin-1-yl)ethyl)-5-phenyloxazole-4-carboxamide